C(C)(C)(C)C1=CC=C(C=C1)S(=O)(=O)N1C=C(C2=CC=CC=C12)/C=C/CC1=CC=CC=C1 (E)-3-(1-((4-(tert-butyl)phenyl)sulfonyl)-1H-indol-3-yl)-1-phenylprop-2-en